C(C=C)(=O)O.[C] Carbon acrylic acid